C(C1=CC=CC=C1)N1C=C(C=CC1=O)OC1=C(C=C(C=C1Cl)N1N=C(C(NC1=O)=O)C#N)Cl 2-(4-((1-Benzyl-6-oxo-1,6-dihydropyridin-3-yl)oxy)-3,5-dichlorophenyl)-3,5-dioxo-2,3,4,5-tetrahydro-1,2,4-triazine-6-carbonitrile